5-amino-2-isopropyl-3-oxo-4-o-tolyl-2,3-dihydropyrazole NC1=C(C(N(N1)C(C)C)=O)C1=C(C=CC=C1)C